5-(chloromethyl)-3-(rac-(1R,5R,6S)-3-(3-chlorophenyl)bicyclo[3.1.0]hex-2-en-6-yl)-1,2,4-oxadiazole ClCC1=NC(=NO1)[C@H]1[C@@H]2CC(=C[C@H]12)C1=CC(=CC=C1)Cl |r|